methyl (1-((4-(3-(5-chloro-2-fluoro-3-(methylsulfonamido)phenyl)-1-(propan-2-yl-d7)-1H-pyrazol-4-yl)pyrimidin-2-yl)amino)propan-2-yl-1,1,3,3,3-d5)carbamate ClC=1C=C(C(=C(C1)C1=NN(C=C1C1=NC(=NC=C1)NC(C(C([2H])([2H])[2H])NC(OC)=O)([2H])[2H])C(C([2H])([2H])[2H])(C([2H])([2H])[2H])[2H])F)NS(=O)(=O)C